FC=1C(=NC(=NC1)N[C@@H]1CC[C@H](CC1)C(=O)O)C1=CC(=NC=C1)N1C(CCCC1)=O trans-4-((5-fluoro-4-(2-(2-oxopiperidin-1-yl)pyridin-4-yl)pyrimidin-2-yl)amino)cyclohexane-1-carboxylic acid